2,3-dihydropyridazin-4-carboxamide N=1NCC(=CC1)C(=O)N